NC=1SC2=C(N1)C=CC(=C2)C=2C=NC(=NC2)CO[C@@H]2[C@H](CCC2)O (1S,2S)-2-((5-(2-aminobenzo[d]thiazol-6-yl)pyrimidin-2-yl)methoxy)cyclopentane-1-ol